O1S(OC=2C1=COC2)(=O)=O furo[3,4-d]-1,3,2-dioxathiolane-2,2-dioxide